ethyltetramethylcyclopentadienyl(1,6,6-trimethyl-1,5,6,7-tetrahydro-s-indacenyl)hafnium C(C)[Hf](C1(C=CC2=CC=3CC(CC3C=C12)(C)C)C)C1C(=C(C(=C1C)C)C)C